ClC=1C=NC(=C(C(=O)NC2CCC(CC2)CN2C(N(C3=C2C=CC=C3)C=3C=CC(=NC3)NC(OCC)=O)=O)C1)C(F)F ethyl (5-(3-(((1r,4r)-4-(5-chloro-2-(difluoromethyl)nicotinamido)cyclohexyl)methyl)-2-oxo-2,3-dihydro-1H-benzo[d]imidazol-1-yl)pyridin-2-yl)carbamate